[Si](C)(C)(C(C)(C)C)OCCC(C1=CC(=CC=C1)OC)N1C=NC2=CC=C(C=C2C1=O)C=1C=NN(C1)C1OCCCC1 3-(3-(tert-butyldimethylsilyloxy)-1-(3-methoxyphenyl)propyl)-6-(1-(tetrahydro-2H-pyran-2-yl)-1H-pyrazol-4-yl)quinazolin-4(3H)-one